The molecule is a quinazoline compound having a 3-chloro-4-fluoroanilino group at the 4-position, a propenamido group at the 6-position, and a 3-morpholinopropoxy group at the 7-position. It has a role as a tyrosine kinase inhibitor and an antineoplastic agent. It is a member of quinazolines, an organofluorine compound, a member of morpholines and a member of monochlorobenzenes. C=CC(=O)NC1=C(C=C2C(=C1)C(=NC=N2)NC3=CC(=C(C=C3)F)Cl)OCCCN4CCOCC4